C(C)C1=C(C(=C(C=C1I)F)N)N ethyl-6-fluoro-4-iodobenzene-1,2-diamine